methylene-bis-acrylamide C(C=CC(=O)N)C=CC(=O)N